C(C)S(=O)C=1OC2=C(C=C(C=C2C(C1C)=O)C(F)(F)F)C(C)NC1=C(C(=O)O)C=CC=C1 2-[1-[2-ethylsulfinyl-3-methyl-4-oxo-6-(trifluoromethyl)chromen-8-yl]ethylamino]benzoic acid